Methyl 3-(5-chloro-2-methylphenyl)-3-(7-(2-(cyclohexylamino)-2-oxoethoxy)naphthalen-2-yl)propanoate ClC=1C=CC(=C(C1)C(CC(=O)OC)C1=CC2=CC(=CC=C2C=C1)OCC(=O)NC1CCCCC1)C